(aminomethyl)-5',6'-dichloro-2'-ethyl-1',2'-dihydro-3'H-spiro[cyclopropane-1,4'-isoquinoline]-3'-one NCC1N(C(C2(C3=C(C(=CC=C13)Cl)Cl)CC2)=O)CC